NC1=C(C=C(C=N1)NC(C(=O)N1[C@H](CC[C@@H](C1)C)C1=NC=C(C=C1)C)=O)C N-(6-amino-5-methyl-3-pyridyl)-2-[(2R,5S)-5-methyl-2-(5-methyl-2-pyridyl)-1-piperidyl]-2-oxo-acetamide